1-(4-trifluoromethylphenyl)-2-phenylethane FC(C1=CC=C(C=C1)CCC1=CC=CC=C1)(F)F